(R)-N-(3-(1-((2-amino-5-chloropyridin-3-yl)oxy)ethyl)phenyl)-5-methylpicolinamide NC1=NC=C(C=C1O[C@H](C)C=1C=C(C=CC1)NC(C1=NC=C(C=C1)C)=O)Cl